C1=CC(=CC(=C1)N2N=CC=N2)N 3-(triazol-2-yl)aniline